OCCOC1=NC=C(C=N1)NC(O[C@H](C)[C@H](C)OC1=CC2=C(N=C(S2)C=2C=C(C=C3C=C(C=NC23)OC(F)F)Cl)C=C1F)=O (2R,3S)-3-((2-(6-chloro-3-(difluoromethoxy)quinolin-8-yl)-5-fluorobenzo[d]thiazol-6-yl)oxy)butan-2-yl (2-(2-hydroxyethoxy)pyrimidin-5-yl)carbamate